FC1=C(C2=C(N(C=N2)C=2NC(C=C3C=CC=CC23)(C)C)C=C1)C 1-(5-fluoro-4-methyl-benzimidazol-1-yl)-3,3-dimethyl-isoquinoline